C(C)OCCOCCBr 2-(2-ethoxyethoxy)ethyl bromide